3-(2-{3-[2-(4-thia-5-oxo-dodecyl)-4,4,6-trimethyl-[1,3,2]dioxasilinan-2-yloxy]-2-methyl-propoxy}-4,4,6-trimethyl-[1,3,2]dioxasilinan-2-yl)-4-thia-5-oxo-dodecane O=C(SCCC[Si]1(OC(CC(O1)(C)C)C)OCC(CO[Si]1(OC(CC(O1)(C)C)C)C(CC)SC(CCCCCCC)=O)C)CCCCCCC